FC1=CC(=C(C=C1C=1CN(CC1)S(=O)(=O)C)NC(=O)C1=CNC(C=C1C(F)(F)F)=O)N1C[C@H](N([C@H](C1)C)C)C |r| N-[4-fluoro-5-(1-methylsulfonyl-2,5-dihydropyrrol-3-yl)-2-[rac-(3R,5S)-3,4,5-trimethylpiperazin-1-yl]phenyl]-6-oxo-4-(trifluoromethyl)-1H-pyridine-3-carboxamide